FC1=CC=C(C=C1)C#CC(=O)O 3-(4-fluorophenyl)propiolic acid